bromo-1-methyl-2,3-dihydro-1H-inden-1-ol BrC1C(C2=CC=CC=C2C1)(O)C